1-phenyl-3-{4-[(phenylcarbamoyl)amino]phenyl}urea C1(=CC=CC=C1)NC(=O)NC1=CC=C(C=C1)NC(NC1=CC=CC=C1)=O